[Ta].CNC.CNC.CNC tris(dimethylamine) tantalum